CN(C)C1=CC=C(C=C1)N=NC2=CC=C(C=C2)C(=O)O 4-Dimethylaminoazobenzene-4'-carboxylic acid